tert-butyl N-[(2S)-1-[7-bromo-2-chloro-4-(methylsulfanyl)furo[3,2-d]pyrimidin-6-yl]-1-oxopropan-2-yl]carbamate BrC1=C(OC2=C1N=C(N=C2SC)Cl)C([C@H](C)NC(OC(C)(C)C)=O)=O